bis-(5-(piperazin-1-yl)pentyl)amine N1(CCNCC1)CCCCCNCCCCCN1CCNCC1